C1(CC1)COC=1C=CC(=NC1)NC([C@H](C)N1C[C@@](CC1)(C(F)(F)F)O)=O (S)-N-(5-(cyclopropylmethoxy)pyridin-2-yl)-2-((S)-3-hydroxy-3-(trifluoromethyl)pyrrolidin-1-yl)propanamide